CC=1N(C=C(C1C(=O)OCC)C)C([2H])([2H])[2H] ethyl 2,4-dimethyl-1-(methyl-d3)-1H-pyrrole-3-carboxylate